C(C)(=O)OC1=CC(=C(C2=CC=C(C=C12)C)C1=CC=C(C=C1)C)C(=O)OC methyl 4-acetoxy-6-methyl-1-(p-tolyl)-2-naphthoate